C(C1=CC=CC=C1)OC(=O)N[C@H](C=1N=C2N(N=C(C=N2)CC2(C(N(CC(C2)(F)F)C(=O)OC(C)(C)C)=O)C(=O)OC)C1)C1CCC(CC1)(F)F 1-(tert-butyl) 3-methyl 3-((6-((S)-(((benzyloxy)carbonyl)amino)(4,4-difluorocyclohexyl)methyl)imidazo[1,2-b][1,2,4]triazin-2-yl)methyl)-5,5-difluoro-2-oxopiperidine-1,3-dicarboxylate